(4-Fluorophenyl)-N-(6-(4-isopropyl-4H-1,2,4-triazol-3-yl)pyridin-2-yl)-1H-pyrrole-2-carboxamide FC1=CC=C(C=C1)N1C(=CC=C1)C(=O)NC1=NC(=CC=C1)C1=NN=CN1C(C)C